Thulium Tin (III) [Sn+3].[Tm+3]